3-phenylphenanthro[4,3-b]benzofuran C1(=CC=CC=C1)C1=CC=C2C3=C(C=CC2=C1)C=CC1=C3OC3=C1C=CC=C3